(R)-8-((1-Acryloyl-3-(3-chloro-2-methylphenyl)pyrrolidin-3-yl)amino)-2-methyl-2,3,4,5-tetrahydro-1H-benzo[c]azepin-1-one C(C=C)(=O)N1C[C@@](CC1)(C1=C(C(=CC=C1)Cl)C)NC=1C=CC2=C(C(N(CCC2)C)=O)C1